FC1=C(C(=O)N([C@H]2CNCCC2)C=2N=CC=C3C2SC=C3C)C=CC(=C1)C=1N=NN(C1)C (R)-2-fluoro-4-(1-methyl-1H-1,2,3-triazol-4-yl)-N-(3-methylthieno[2,3-c]pyridin-7-yl)-N-(piperidin-3-yl)benzamide